CN(C1=CC(=C(C(=N1)CN(C(OCCCC)=O)C)C=O)C(N(C)C)=O)C butyl {[6-(dimethylamino)-4-(dimethylcarbamoyl)-3-formylpyridin-2-yl]methyl}methylcarbamate